ClC=1C=NN2C1N=C(C=C2N(C(OC(C)(C)C)=O)C2=CC(=CC=C2)F)Cl Tert-Butyl (3,5-dichloropyrazolo[1,5-a]pyrimidin-7-yl)(3-fluorophenyl)carbamate